O=C1NC(CCC1N1C(C2=CC=C(C=C2C1=O)N1CCC(CC1)CN1CCN(CC1)CC1CCN(CC1)C(=O)OC(C)(C)C)=O)=O tert-butyl 4-[[4-[[1-[2-(2,6-dioxo-3-piperidyl)-1,3-dioxo-isoindolin-5-yl]-4-piperidyl]methyl]piperazin-1-yl]methyl]piperidine-1-carboxylate